C[C@H]1N2N=CC(C3=NNC=4C=CC(O[C@H](CCOCC1)C)=CC34)=C2 (6R,12S)-6,12-dimethyl-9,13-dioxa-4,5,18,19-tetraazatetracyclo[12.5.2.12,5.017,20]docosa-1(19),2(22),3,14(21),15,17(20)-hexaene